ClC1=C(C2=C(C(N3[C@@H](CO2)CN(CC3)C(=O)OC(C)(C)C)=O)C(=N1)N1[C@H](CN(CC1)C(CC)=O)C)Cl (R)-tert-Butyl 3,4-dichloro-1-((S)-2-methyl-4-propionylpiperazin-1-yl)-12-oxo-6a,7,9,10-tetrahydro-6H-pyrazino[2,1-c]pyrido[3,4-f][1,4]oxazepine-8(12H)-carboxylate